chloro(2-fluorophenyl)(4-(tributylsilyl)phenyl)phosphine ClP(C1=CC=C(C=C1)[Si](CCCC)(CCCC)CCCC)C1=C(C=CC=C1)F